2-(4-Bromobenzyl)-4-(4-bromophenyl)-5-methylimidazole BrC1=CC=C(CC=2NC(=C(N2)C2=CC=C(C=C2)Br)C)C=C1